C(N)(O[C@H](CN1N=C(N=N1)C1=CC=C(C=C1)OC1=NC=C(C=C1)Cl)C(O)C(C)(C)C)=O (R)-(tert-butyl 1-(5-(4-((5-chloropyridin-2-yl) oxy) phenyl)-2H-tetrazol-2-yl)-3-hydroxypropan-2-yl) carbamate